C(#N)CC1(CC1)CN1C(=NC2=C1C=C(C=C2)C(=O)O)CN2CCC(CC2)OC2=CC(=NC=C2)COC2=C(C=C(C=C2)C(F)F)F 1-{[1-(cyanomethyl)cyclopropyl]methyl}-2-({4-[(2-{[4-(difluoromethyl)-2-fluorophenoxy]methyl}pyridin-4-yl)oxy]piperidin-1-yl}methyl)-1H-1,3-benzodiazole-6-carboxylic acid